N-((1R,2S)-2-fluorocyclopropyl)-7-(methylamino)pyrazolo[1,5-a]pyrimidine-3-carboxamide F[C@@H]1[C@@H](C1)NC(=O)C=1C=NN2C1N=CC=C2NC